COC1=NC=C(C2=C1N=C(S2)NC(=O)N2CCC(CC2)(C=2C=NC=CC2)O)C2CCOCC2 4'-Hydroxy-3',4',5',6'-tetrahydro-2'H-[3,4']bipyridinyl-1'-carboxylic acid [4-methoxy-7-(tetrahydropyran-4-yl)-thiazolo[4,5-c]pyridin-2-yl]-amide